4-({[4-fluoro-1-(2-methoxybenzoyl)-3-{1-[2-(morpholin-4-yl)-2-oxoethyl]-3-oxo-5-(trifluoromethyl)piperidin-4-yl}-1H-pyrazol-5-yl]oxy}methyl)benzene-1-carboximidamide FC=1C(=NN(C1OCC1=CC=C(C=C1)C(N)=N)C(C1=C(C=CC=C1)OC)=O)C1C(CN(CC1C(F)(F)F)CC(=O)N1CCOCC1)=O